4-(trifluoromethoxy)phenylboronic acid FC(OC1=CC=C(C=C1)B(O)O)(F)F